BrC1=C(C=CC=C1)C1=CC=C(C=C1)N1C2=CC=CC=C2C=2C=CC=CC12 9-[4-(2-bromophenyl)phenyl]carbazole